O1C(=NN=C1)CNC(=O)C1=CC=C(C=C1)NC(=O)C1=NN(C(=C1C)C1=CC=C(C=C1)Cl)C1=C(C=C(C=C1)Cl)Cl N-(4-(((1,3,4-oxadiazol-2-yl)methyl)carbamoyl)phenyl)-5-(4-chlorophenyl)-1-(2,4-dichlorophenyl)-4-methyl-1H-pyrazole-3-carboxamide